C(C=C)(=O)N1C[C@@](CC1)(C1=C(C(=CC=C1F)Cl)Cl)NC=1C=CC2=C(N(C(CCC2)=O)C)C1 (R)-8-((1-acryloyl-3-(2,3-dichloro-6-fluorophenyl)pyrrolidin-3-yl)amino)-1-methyl-1,3,4,5-tetrahydro-2H-benzo[b]azepin-2-one